CS(=O)(=O)N1CC(CC1)C(=O)O 1-(methylsulfonyl)pyrrolidine-3-carboxylic acid